C(C)[C@H]1N(C[C@@H](N(C1)C=1C=2N(N(C(C1)=O)C)C=C(N2)CO)C)C(=O)OC(C)(C)C tert-butyl (2r,5s)-2-ethyl-4-(2-(hydroxymethyl)-5-methyl-6-oxo-5,6-dihydroimidazo[1,2-b]pyridazin-8-yl)-5-methylpiperazine-1-carboxylate